FC1=C(C=CC2=CC=CC=C12)C=O 1-FLUORONAPHTHALENE-2-CARBALDEHYDE